[O-]P(O)(=O)OP(=O)(O)O.[Na+] monosodium diphosphate